C(C)(C)(C)C=1C=C(C=C(C1O)C(C)(C)C)C1=C(C(=CC(=C1C)CC1=C(C(=C(C=C1)C(C)(C)C)O)C(C)(C)C)C(C)(C)C)O 2-(3',5'-di-tert-butyl-4-hydroxyphenyl)-methyl-4-(2',4'-di-tert-butyl-3'-hydroxyphenyl)methyl-6-tert-butylphenol